C(=C)OC(CO)C 1-hydroxypropane-2-yl vinyl ether